cetyl alcohol isononanoate C(CCCCCC(C)C)(=O)OCCCCCCCCCCCCCCCC